COC(C(CC1=CC=CC=C1)[N+]#[C-])=O 2-ISOCYANO-3-PHENYLPROPIONIC ACID METHYL ESTER